tert-butyl 4-(5-aminopentoxy)piperidine-1-carboxylate NCCCCCOC1CCN(CC1)C(=O)OC(C)(C)C